FC1(CCC(CC1)NC1=CC(=NC(=N1)SC)OC1CN(C1)C(=O)OC(C)(C)C)F tert-butyl 3-((6-((4,4-difluorocyclohexyl)amino)-2-(methylthio) pyrimidin-4-yl)oxy)azetidine-1-carboxylate